N,N',N''-(Nitrilotris(ethane-2,1-diyl))triacrylamide N(CCNC(C=C)=O)(CCNC(C=C)=O)CCNC(C=C)=O